2-(azetidin-3-yl)-1-benzylpiperidine N1CC(C1)C1N(CCCC1)CC1=CC=CC=C1